4-(4-amino-1-(tetrahydro-2H-pyran-2-yl)-1H-indazol-6-yl)-1-(tetrahydro-2H-pyran-2-yl)-1H-pyrazole-3-carbonitrile NC1=C2C=NN(C2=CC(=C1)C=1C(=NN(C1)C1OCCCC1)C#N)C1OCCCC1